C12CC(CC2C1)NC1=NN2C(C(=N1)OC)=C(C=C2)C=2C=NC=1N(C2)C=CN1 N-(Bicyclo[3.1.0]hexan-3-yl)-5-(imidazo[1,2-a]pyrimidin-6-yl)-4-methoxypyrrolo[2,1-f][1,2,4]triazin-2-amine